6-ISO-PROPYLPYRIDINE-2-BORONIC ACID C(C)(C)C1=CC=CC(=N1)B(O)O